C1(=CC=CC=C1)C(=C(CCC1=CC=CC=C1)CC=C)CC=C 1,4-diphenyl-1,2-diallyl-1-butene